4-Borono-2-fluorophenylalanin B(O)(O)C1=CC(=C(C[C@H](N)C(=O)O)C=C1)F